C(\C=C\C1=CC=CC=C1)(=O)OCC trans-ethyl cinnamate